trans-3-aminocyclobutan-1-ol hydrogen chloride Cl.N[C@@H]1C[C@H](C1)O